5-(pentafluoroethyl)-1,3,4-thiadiazol-2-amine FC(C(F)(F)F)(C1=NN=C(S1)N)F